COC=1C=CC=2C3=C(C=NC2N1)NC(C(N3)=O)=O 8-methoxy-2,3-dioxo-3,4-dihydropyrazino[2,3-c][1,8]naphthyridine